OC[C@H](C1=CC=CC=C1)NC1=NC(=NC=C1C=1OC(=NN1)C=1C=NC=CC1)NC1=CC=C2C(=N1)N(N(C2=O)C)C(C)C (S)-6-((4-((2-hydroxy-1-phenylethyl)amino)-5-(5-(pyridin-3-yl)-1,3,4-oxadiazol-2-yl)pyrimidin-2-yl)amino)-1-isopropyl-2-methyl-1,2-dihydro-3H-pyrazolo[3,4-b]pyridin-3-one